1-(±)-Ethyl 5-chloro-6-[(2-oxooxazolidin-5-yl)methoxy]-1H-indole-2-carboxylate ClC=1C=C2C=C(NC2=CC1OC[C@H]1CNC(O1)=O)C(=O)OCC |r|